(2H-benzotriazole) 5-(1,1-di-methylethyl)-4-hydroxy-phenylpropionate CC(C)(C)C=1C(=CC=C(C1)OC(CC)=O)O.N=1NN=C2C1C=CC=C2